N1=C(C=NC2=CC=CC=C12)C=1C=NN(C1)C1CCN(CC1)C=1C=C(C=CC1)CCO 2-(3-(4-(4-(quinoxalin-2-yl)-1H-pyrazol-1-yl)piperidin-1-yl)phenyl)ethan-1-ol